CN1CC=CC(=C1)N1CC(N(CC1)CC=1C=NC=2C(=C(C(NC2C1)=O)C(F)(F)F)C)C N-methyl-5-(3-methyl-4-((8-methyl-6-oxo-7-(trifluoromethyl)-5,6-dihydro-1,5-naphthyridin-3-yl)methyl)piperazin-1-yl)pyridine